ClC1=C(C=CC(=C1)F)C1=CC(OC2=CC(=CC=C12)O[C@@H](C(=O)NC1=CC=CC(=N1)C(=O)O)C)=O 6-[[(2R)-2-[4-(2-chloro-4-fluoro-phenyl)-2-oxo-chromen-7-yl]oxypropanoyl]amino]pyridine-2-carboxylic acid